2,3-octanediol CC(C(CCCCC)O)O